C(C=C)(=O)OCCCCCCCCCCCCC[SiH2]C(F)F acryloxytridecyldifluoromethylsilane